6-[4-(3-chloro-2-fluoro-anilino)pyrido[3,4-d]pyrimidin-6-yl]-2,6-diazaspiro[3.4]octan-7-one ClC=1C(=C(NC=2C3=C(N=CN2)C=NC(=C3)N3CC2(CNC2)CC3=O)C=CC1)F